ON=CCC(C1=CC=CC=C1)P(O)(=O)CC (3-(hydroxyimino)-1-phenylpropyl)(ethyl)phosphinic acid